C(C=C)(=O)OCCCCCCCCCCCC n-Dodecyl acrylate